C1(CC1)[C@H]1NCSC1 (R)-4-cyclopropyl-thiazolidine